CN(C(=O)N1CCCCC1)C1=CC=2OC(C(=CC2S1)C(=O)OC)=O methyl 2-(N-methylpiperidine-1-carboxamido)-5-oxo-5H-thieno[3,2-b]pyran-6-carboxylate